C(#N)C1=C(C=CC=C1)[C@H](CC)C=1C=NN(C1)C(F)F (1S,2R)-1-(2-cyanophenyl)-1-(1-(difluoromethyl)-1H-pyrazol-4-yl)propan